1,1'-(2,2'-diethyl[1,1'-biphenyl]-4,4'-diyl)bis{4-amino-3-[(E)-diazenyl]naphthalene-1-sulfonic acid} C(C)C1=C(C=CC(=C1)C1(CC(=C(C2=CC=CC=C12)N)\N=N\[H])S(=O)(=O)O)C1=C(C=C(C=C1)C1(CC(=C(C2=CC=CC=C12)N)\N=N\[H])S(=O)(=O)O)CC